(S)-N-((R)-1-cyano-2-((R)-2-oxopiperidin-3-yl)ethyl)-2-(4-methoxy-1H-indole-2-carbonyl)-2-azabicyclo[2.2.2]octane-3-carboxamide C(#N)[C@@H](C[C@@H]1C(NCCC1)=O)NC(=O)[C@H]1N(C2CCC1CC2)C(=O)C=2NC1=CC=CC(=C1C2)OC